ClC1=NC=CC(=N1)N(CC1=CC=C(C=C1)OC)C1=NN(C(=C1)C1CC1)C 2-chloro-N-(5-cyclopropyl-1-methyl-1H-pyrazol-3-yl)-N-(4-methoxyphenylmethyl)pyrimidin-4-amine